ClC=1C=CC=C2C=CC(=NC12)NC1=CC=C(C=C1)N(C)C 4-N-(8-chloroquinolin-2-yl)-1-N,1-N-dimethylbenzene-1,4-diamine